C1(=C(C=CC=C1)N(C1=CC=2C3(C4=CC=CC=C4C2C=C1)C1=CC=CC=C1C=1C=CC=CC13)C1=CC=3C(C2=CC=CC=C2C3C=C1)(C)C)C1=CC=CC=C1 N-([1,1'-biphenyl]-2-yl)-N-(9,9-dimethyl-9H-fluoren-2-yl)-9,9'-spirobi[fluoren]-2-amine